(R or S)-2-(3-cyanopyrrolidin-1-yl)-N-(2-sulfamoylpyridin-4-yl)-5-(trifluoromethyl)-nicotinamide C(#N)[C@H]1CN(CC1)C1=C(C(=O)NC2=CC(=NC=C2)S(N)(=O)=O)C=C(C=N1)C(F)(F)F |o1:2|